C(CC#C)OC1OCCCC1 2-(but-3-yn-1-yloxy)tetrahydro-2H-pyran